C(C)(=O)OC=CC1=CC[C@H]2[C@@H]3CC[C@H]4CCCC[C@]4(C)[C@H]3CC([C@]12C)=O acetoxy-12-oxo-5α-pregnene-16-ene